(E)-N-(3-((5-(3,5-difluorophenyl-4-d)-2-((1-methyl-1H-pyrazol-4-yl)amino)pyrimidin-4-yl)amino)-4-fluorophenyl)-4-(dimethylamino)but-2-enamide FC=1C=C(C=C(C1[2H])F)C=1C(=NC(=NC1)NC=1C=NN(C1)C)NC=1C=C(C=CC1F)NC(\C=C\CN(C)C)=O